ClC1=CC2=C(C=N1)C(=NN2C2=NC(=CC(=C2)C)[C@]2(COCC2)OC)C=2C=NN(C2)C (R)-6-Chloro-1-(6-(3-methoxytetrahydrofuran-3-yl)-4-methylpyridin-2-yl)-3-(1-methyl-1H-pyrazol-4-yl)-1H-pyrazolo[4,3-c]pyridine